5-(benzyloxy)bicyclo[4.2.0]octa-1,3,5-trien-7-one C(C1=CC=CC=C1)OC=1C=CC=C2CC(C12)=O